O=C(CN1N=C(C=C1C(=O)OCC)C(F)(F)F)N1CCCC1 ethyl 1-(2-oxo-2-(pyrrolidin-1-yl) ethyl)-3-(trifluoromethyl)-1H-pyrazole-5-carboxylate